heptafluoron-propyl iodide FC(C(F)(F)I)(C(F)(F)F)F